methyl 6-chloro-4-(1-methylpiperidin-4-ylamino)pyridazine-3-carboxylate ClC1=CC(=C(N=N1)C(=O)OC)NC1CCN(CC1)C